NC1=CC=C2C(=CNC2=C1)S(=O)(=O)N 6-amino-1H-indole-3-sulfonamide